2'-{[(dimethylamino)methylidene]Sulfamoyl}biphenyl-3-carboxamide CN(C)C=NS(=O)(=O)C1=C(C=CC=C1)C1=CC(=CC=C1)C(=O)N